Phospholine-1,3-dione P1(CC(C=C1)=O)=O